tert-butyl (2-amino-4-(methylsulfonyl)phenyl)carbamate NC1=C(C=CC(=C1)S(=O)(=O)C)NC(OC(C)(C)C)=O